C1(=CC=C(C=C1)C(CSC=1OC(=NN1)CS(=O)(=O)C1=CC=C(C=C1)Cl)=O)C1=CC=CC=C1 1-((1,1'-biphenyl)-4-yl)-2-((5-(((4-chlorophenyl)sulfonyl)methyl)-1,3,4-oxadiazol-2-yl)thio)ethan-1-one